S(=O)=NS(=O)=O N-(sulfinyl)sulphonamide